methyl 3-(ethoxymethylene)-5-methyl-2,4-dioxohexanoate C(C)OC=C(C(C(=O)OC)=O)C(C(C)C)=O